Cl.COC=1C=CC=C2C(=CC(=NC12)C(F)(F)F)OC1CCNCC1 8-methoxy-4-(piperidin-4-yloxy)-2-(trifluoromethyl)quinoline hydrochloride